N-(1-methyl-1H-1,2,4-triazol-5-yl)azetidine-3-carboxamide trifluoroacetate FC(C(=O)O)(F)F.CN1N=CN=C1NC(=O)C1CNC1